[(2S,3R)-1-(7,7-difluoro-4-formyl-5,6-dihydrocyclopenta[d]pyrimidin-2-yl)-2-methyl-azetidin-3-yl] benzoate C(C1=CC=CC=C1)(=O)O[C@H]1[C@@H](N(C1)C=1N=C(C2=C(N1)C(CC2)(F)F)C=O)C